C(C)(C)(C)OC(=O)N1CCN(CC1)C1=NC(=NC(=C1)N1C(=NC2=C1C=CC=C2)C(F)F)N2CCOCC2 4-(6-(2-(difluoromethyl)-1H-benzo[d]imidazol-1-yl)-2-morpholinylpyrimidin-4-yl)piperazine-1-carboxylic acid tert-butyl ester